BrC1=CC=C(S1)C=1N(C(C2=C(N(C(C21)=O)CCCCCCCCCCCCCCCCCC)C=2SC(=CC2)Br)=O)CCCCCCCCCCCCCCCCCC 3,6-bis(5-bromothien-2-yl)-2,5-bis(octadecyl)pyrrolo[3,4-c]pyrrole-1,4-dione